N1(N=NN=C1)C[C@H](C)OC1=C(C#N)C=CC(=C1)C=1C=NC(=NC1)NC=1C(=NN(C1)C1CCC(CC1)N1CCOCC1)OCCOCC(F)(F)F 2-(((S)-1-(1H-tetrazol-1-yl)propan-2-yl)oxy)-4-(2-((1-((1r,4r)-4-morpholinocyclohexyl)-3-(2-(2,2,2-trifluoroethoxy)ethoxy)-1H-pyrazol-4-yl)amino)pyrimidin-5-yl)benzonitrile